N-(m-tolylaminocarbonyl)-methionine C1(=CC(=CC=C1)NC(=O)N[C@@H](CCSC)C(=O)O)C